sulphur benzoic anhydride C(C1=CC=CC=C1)(=O)OC(C1=CC=CC=C1)=O.[S]